2-[(4-methoxyphenyl)methyl]-2-azabicyclo[3.1.1]Heptane COC1=CC=C(C=C1)CN1C2CC(CC1)C2